(R)-7-(3-hydroxypiperidin-1-yl)-N-(1-methylazetidin-3-yl)-5-phenylpyrazolo[1,5-a]pyrimidine-2-carboxamide O[C@H]1CN(CCC1)C1=CC(=NC=2N1N=C(C2)C(=O)NC2CN(C2)C)C2=CC=CC=C2